CC1=NN(C(=C1CC1=C(C#N)C=CC=C1)C)S(=O)(=O)C1=CC=C(C=C1)C(F)(F)F ((3,5-dimethyl-1-((4-(trifluoromethyl)phenyl)sulfonyl)-1H-pyrazol-4-yl)methyl)benzonitrile